ClC1=NNC2=CC(=CC=C12)/C=C/C(=O)NC1=C(C(=CC=C1N1CCN(CC1)C)F)C (E)-3-(3-chloro-1H-indazol-6-yl)-N-(3-fluoro-2-methyl-6-(4-methylpiperazin-1-yl)phenyl)acrylamide